OCCNC(C=C)=O (N-(hydroxyethyl))acrylamide